oxolidine-2,4-dione O1C(CC(C1)=O)=O